ClC1=NC=C2N(C(N(C2=N1)C1=CCS(C=C1)=O)=O)C 2-chloro-7-methyl-9-(1-oxo-2H-thiopyran-4-yl)-7,9-dihydro-8H-purin-8-one